(S)-2-((tert-Butoxycarbonyl)amino)-3-(4-(4-(tetrahydro-2H-pyran-4-yl)-2-oxopiperazin-1-yl)phenyl)propanoic acid tert-butyl ester C(C)(C)(C)OC([C@H](CC1=CC=C(C=C1)N1C(CN(CC1)C1CCOCC1)=O)NC(=O)OC(C)(C)C)=O